5-(3-(difluoromethyl)cinnolin-6-yl)thiazol-2-amine FC(C=1N=NC2=CC=C(C=C2C1)C1=CN=C(S1)N)F